C1(=CC=C(C=C1)C#CC1=CC=C(C=C1)S=C(C)[O-])C#CC1=CC=C(C=C1)S=C(C)[O-] S,S'-[1,4-phenylenebis(2,1-ethynediyl-4,1-phenylene)]bis(thioacetate)